2,2',2''-(10-(4-((4-aminobutyl)amino)-1-carboxy-4-oxobutyl)-1,4,7,10-tetraazacyclododecane-1,4,7-triyl)triacetic acid NCCCCNC(CCC(C(=O)O)N1CCN(CCN(CCN(CC1)CC(=O)O)CC(=O)O)CC(=O)O)=O